C(C)N1CCCC1 1-ethylpyrrolidine